((1R,2R,3R,3aR,8bS)-1,8b-dihydroxy-6,8-dimethoxy-3a-(4-methoxyphenyl)-3-phenyl-2,3,3a,8b-tetrahydro-1H-cyclopenta[b]benzofuran-2-yl)urea O[C@@H]1[C@@H]([C@H]([C@@]2(OC3=C([C@@]21O)C(=CC(=C3)OC)OC)C3=CC=C(C=C3)OC)C3=CC=CC=C3)NC(=O)N